C1(CC1)C1=NN(C(=C1C(F)(F)F)C(=O)NC1=CC(=NC=C1)S(N)(=O)=O)CC12CCC(C1)(C2)F 3-cyclopropyl-1-((4-fluorobicyclo[2.1.1]hexan-1-yl)methyl)-N-(2-sulfamoylpyridin-4-yl)-4-(trifluoromethyl)-1H-pyrazole-5-carboxamide